1-p-toluenesulfonyl-1,2,3-triazole CC1=CC=C(C=C1)S(=O)(=O)N1N=NC=C1